FC(CC)(F)C=1C=C(C=CC1)NC(=O)C=1[N+](=C(NC1C)C1=CC(=C(C=C1)OC)N1CCOCC1)[O-] 4-((3-(1,1-difluoropropyl)phenyl)carbamoyl)-2-(4-methoxy-3-morpholinophenyl)-5-methyl-1H-imidazole 3-oxide